tert-butyl 5-(2-(tert-butoxy)-2-oxoethyl)-3-oxo-3,6-dihydropyridine-1(2H)-carboxylate C(C)(C)(C)OC(CC1=CC(CN(C1)C(=O)OC(C)(C)C)=O)=O